C1(CC1)C(C(C(=O)O)C(=O)NC1=CC=C(C=C1)C=1C(=NN(C1C)COCC[Si](C)(C)C)C)C1CC1 2-(dicyclopropylmethyl)-3-[4-[3,5-dimethyl-1-(2-trimethylsilylethoxymethyl)pyrazol-4-yl]anilino]-3-oxo-propanoic acid